C1=CC=CC=2C3=CC=CC=C3C(C12)N([C@H](C(=O)O)CC=C(C)C)C(=O)OC (2S)-2-(9H-fluoren-9-yl-methoxycarbonyl-amino)-5-methyl-hex-4-enoic acid